CC1(CCC(CN1)NC1=NC=2N(C=N1)N=CC2C(C)C)C (2-((6,6-dimethylpiperidin-3-yl)amino))-8-isopropylpyrazolo[1,5-a][1,3,5]triazine